[N+](=O)([O-])C=1C(=NN(C1)COCC[Si](C)(C)C)C#N 4-nitro-1-((2-(trimethylsilyl)ethoxy)methyl)-1H-pyrazole-3-carbonitrile